2-hydroxy-4-dodecyloxybenzophenone OC1=C(C(=O)C2=CC=CC=C2)C=CC(=C1)OCCCCCCCCCCCC